N-(3-fluorophenyl)-1-{3-fluoro-4-[6-methoxy-7-(3-morpholinopropoxy)quinolin-4-yloxy]phenyl}-4-methyl-6-oxo-1,6-dihydropyridazine-3-carboxamide FC=1C=C(C=CC1)NC(=O)C1=NN(C(C=C1C)=O)C1=CC(=C(C=C1)OC1=CC=NC2=CC(=C(C=C12)OC)OCCCN1CCOCC1)F